C12C(CC(C=C1)C2)COCC[N+](C)(C)C 2-(2-bicyclo[2.2.1]hept-5-enylmethoxy)ethyl-trimethylammonium